O1[C@H](COC2=C1C=CC=C2)C2=CC=C(CN1CCC[C@H]3CCCC[C@H]13)C=C2 (4ar,8as)-1-{4-[(2S)-2,3-dihydro-1,4-benzodioxin-2-yl]benzyl}decahydroquinoline